tert-butyl ((S)-2-hydroxy-3-(3-(N-methylsulfamoyl)phenoxy)propyl)((R)-8-(pyridin-3-ylsulfonyl)-1-oxa-8-azaspiro[4.5]decan-3-yl)carbamate O[C@@H](CN(C(OC(C)(C)C)=O)[C@H]1COC2(C1)CCN(CC2)S(=O)(=O)C=2C=NC=CC2)COC2=CC(=CC=C2)S(NC)(=O)=O